[W]=O.[Nb] niobium tungsten Oxide